4-(4-(azepan-1-yl)-8-fluoro-2-(((1aS,6aS,6bR)-hexahydrocyclopropa[a]pyrrolizin-6a(4H)-yl)methoxy)pyrido[4,3-d]pyrimidin-7-yl)-5-ethynyl-6-fluoronaphthalen-2-ol N1(CCCCCC1)C=1C2=C(N=C(N1)OC[C@]13CCCN3C[C@@H]3[C@H]1C3)C(=C(N=C2)C2=CC(=CC3=CC=C(C(=C23)C#C)F)O)F